3,4-bis(diisobutylphosphino)-2,5-dicyclohexylthiophene C(C(C)C)P(C1=C(SC(=C1P(CC(C)C)CC(C)C)C1CCCCC1)C1CCCCC1)CC(C)C